C1(CC1)C#CC1=CC(=C(C=C1)C1=C(N=C(N=N1)N[C@H]1CN(CCC1)C)C)OCOCC (R)-6-(4-(cyclopropylethynyl)-2-(ethoxymethoxy)phenyl)-5-methyl-N-(1-methylpiperidin-3-yl)-1,2,4-triazin-3-amine